6-((tert-butyldimethylsilyl)oxy)-3,4-dihydronaphthalen [Si](C)(C)(C(C)(C)C)OC=1C=C2CCC=CC2=CC1